3-methyl-5-(N-(2-(4-methylpiperazin-1-yl)phenyl)-N-phenethylsulfamoyl)benzofuran-2-carboxylic acid ethyl ester C(C)OC(=O)C=1OC2=C(C1C)C=C(C=C2)S(N(CCC2=CC=CC=C2)C2=C(C=CC=C2)N2CCN(CC2)C)(=O)=O